[O-2].[Nb+2] niobium(II) oxide